BrCC(=O)NC=1C=C(C=CC(=O)O)C=CC1 3-bromoacetamidocinnamic acid